tert-Butyl 3-((4-methyl-3-((1-(naphthalen-1-yl)cyclopropyl)carbamoyl)phenoxy) methyl)morpholine-4-carboxylate CC1=C(C=C(OCC2N(CCOC2)C(=O)OC(C)(C)C)C=C1)C(NC1(CC1)C1=CC=CC2=CC=CC=C12)=O